ammonium platinum 5-fluoro-6-methoxythieno[2,3-b]pyridine FC=1C=C2C(=NC1OC)SC=C2.[Pt+2].[NH4+]